ClC=1C(=CC2=C(N(C(=N2)C=2SC=CC2Cl)C(C(=O)NC2CCCCC2)C2CCCCC2)C1)F 2-[6-chloro-2-(3-chloro-thiophen-2-yl)-5-fluoro-benzimidazol-1-yl]-2,N-dicyclohexyl-acetamide